gamma-chloropropyl-trimethoxysilane ClCCC[Si](OC)(OC)OC